1-(cyclopropoxymethyl)-4-nitrobenzene C1(CC1)OCC1=CC=C(C=C1)[N+](=O)[O-]